(3S)-1-[(2S)-2-aminopropanoyl]-N'-(7-bromo-2-quinolyl)-N'-methylhexahydropyridazine-3-carbohydrazide hydrochloride Cl.N[C@H](C(=O)N1N[C@@H](CCC1)C(=O)NN(C)C1=NC2=CC(=CC=C2C=C1)Br)C